CC=1[CH-]C=C(C1)C12CC3CC(CC(C1)C3)C2.[CH-]2C=CC=C2.[Zr+2] 2-methyl-4-adamantyl-zirconocene